CC1CCC2=C(SC=C2C(=O)NC=2C=NC(=C(C2)C=2C=NC3=CC(=NC=C3C2)NC)C)C1 6-methyl-N-(6-methyl-5-(7-(methylamino)-1,6-naphthyridin-3-yl)pyridin-3-yl)-4,5,6,7-tetrahydrobenzo[b]thiophene-3-carboxamide